N1(C=NC=C1)C=1C=NC2=CC=C(C=C2N1)C(=O)C=1C(=C(C=CC1)NC(=O)NC1=CC(=C(C=C1)F)Cl)F 1-(3-(3-(1H-imidazol-1-yl)quinoxaline-6-carbonyl)-2-fluorophenyl)-3-(3-chloro-4-fluorophenyl)urea